C(=O)(OC(C)(C)C)N[C@@H](C(C1=CC=CC=C1)C1=CC=CC=C1)C(=O)O N-Bocdiphenylalanine